(R)-2-{3-[3-(3,4-Difluoro-benzyl)-3H-imidazo[4,5-b]pyridin-2-yl]-propionylamino}-3-phenyl-propionic acid FC=1C=C(CN2C(=NC=3C2=NC=CC3)CCC(=O)N[C@@H](C(=O)O)CC3=CC=CC=C3)C=CC1F